C(#N)\N=C(/OC1=CC=CC=C1)\NCCCN(CCCCCCCC(=O)OCCC(CCCC)CCCC)CCCCCCCC(=O)OC(CCCCCCCC)CCCCCCCC 3-butylheptyl (Z)-8-((3-(((cyanoimino)(phenoxy)methyl)amino)propyl)(8-(heptadecan-9-yloxy)-8-oxooctyl)amino)octanoate